tert-Butyl-4-(4-amino-2-((4-fluorophenyl)ethynyl)phenyl)piperazine C(C)(C)(C)N1CCN(CC1)C1=C(C=C(C=C1)N)C#CC1=CC=C(C=C1)F